N[C@@H]1C[C@H](CCC1)NC=1N=CC2=C(N1)N(C(C(=C2)C2=CC(=C(C=C2)NS(=O)(=O)CCC(F)(F)F)F)=O)C(C)C N-(4-(2-(((1S,3S)-3-Aminocyclohexyl)amino)-8-isopropyl-7-oxo-7,8-dihydropyrido[2,3-d]pyrimidin-6-yl)-2-fluorophenyl)-3,3,3-trifluoropropane-1-sulfonamide